1-p-methoxybenzyl-pyrazole-3-carboxylic acid methyl ester COC(=O)C1=NN(C=C1)CC1=CC=C(C=C1)OC